(2-(1-(4-chlorophenyl)-2,5-dimethyl-1H-pyrrole-3-carbonyl)-5-(pyrrolidin-1-yl)phenyl)acrylamide ClC1=CC=C(C=C1)N1C(=C(C=C1C)C(=O)C1=C(C=C(C=C1)N1CCCC1)C(C(=O)N)=C)C